C1=CC2=C(C=C1O)C(C=N2)CCN [3H]-serotonin